5-(9-(4-(4-aminophenyl)piperazin-1-yl)-3-azaspiro[5.5]undecan-3-yl)-N-(2,6-dioxopiperidin-3-yl)pyrimidine-2-carboxamide NC1=CC=C(C=C1)N1CCN(CC1)C1CCC2(CCN(CC2)C=2C=NC(=NC2)C(=O)NC2C(NC(CC2)=O)=O)CC1